3-(3-chloro-2-fluorophenyl)-4-(4-chloro-2-fluorophenyl)-5-neopentylpyrrolidine-2-carboxamide ClC=1C(=C(C=CC1)C1C(NC(C1C1=C(C=C(C=C1)Cl)F)CC(C)(C)C)C(=O)N)F